C(C1=CC=CC=C1)OC(CSCC[C@@H](C(=O)OC)NC(CCN(C)C)=O)=O Methyl (2S)-4-{[2-(benzyloxy)-2-oxoethyl]sulfanyl}-2-[3-(dimethylamino)propanamido]butanoate